NC1=C(SC2=NC(=CC(=C21)C)C)C(=O)NCC2=CC=C(C=C2)OC 3-amino-N-[(4-methoxyphenyl)methyl]-4,6-dimethyl-thieno[2,3-b]pyridine-2-carboxamide